2-(2-chlorophenyl)-5-(isochroman-4-yl)-4,5,6,7-tetrahydro-3H-imidazo[4,5-c]pyridine ClC1=C(C=CC=C1)C1=NC2=C(CN(CC2)C2COCC3=CC=CC=C23)N1